C1CCC(CC1)C(CC)N 4-cyclohexyl-1-propanamine